methyl 3-bromo-5-(trifluoromethyl)pyridine-2-carboxylate BrC=1C(=NC=C(C1)C(F)(F)F)C(=O)OC